2-(1-phenylvinyl)benzenebenzyl-1H-imidazole C1(=CC=CC=C1)C(=C)C1=C(C=CC=C1)C1=CC=CC=C1CN1C=NC=C1